1-ethylbiguanidine C(C)NC(=N)NNC(=N)N